CC1CC=CC2=CC=CC=C12 4-methyl-3,4-dihydronaphthalen